4-(1-((1R,5S)-3,8-diazabicyclo[3.2.1]octan-8-yl)-3-((1-(pyrrolidin-1-ylmethyl)cyclopropyl)methoxy)imidazo[1',2':1,6]pyrido[3,2-d]pyrimidin-6-yl)-5-ethynyl-6-fluoronaphthalen-2-ol [C@H]12CNC[C@H](CC1)N2C2=C1C(=NC(=N2)OCC2(CC2)CN2CCCC2)C=C(C=2N1C=CN2)C2=CC(=CC1=CC=C(C(=C21)C#C)F)O